dimethylglycine-piperazine salt N1CCNCC1.CN(CC(=O)O)C